ClC1=CC=C(C=C1)NC1=C(N=C2N1C=C(N=C2)C=2C=NN(C2)C)C=2C=CC=1N(C2)C(=NN1)CC N-(4-chlorophenyl)-2-(3-ethyl-[1,2,4]triazolo[4,3-a]pyridin-6-yl)-6-(1-methyl-1H-pyrazol-4-yl)imidazo[1,2-a]pyrazin-3-amine